(1-(((2R,3S,4R,5R)-5-(2-chloro-4-(cyclopentylamino)-7H-pyrrolo[2,3-d]pyrimidin-7-yl)-3,4-dihydroxytetrahydrofuran-2-yl)methoxy)-2-hydroxyethyl)phosphonic acid ClC=1N=C(C2=C(N1)N(C=C2)[C@H]2[C@@H]([C@@H]([C@H](O2)COC(CO)P(O)(O)=O)O)O)NC2CCCC2